ethyl (1-((2,4-diaminopyrimidin-5-yl)methyl)indolin-5-yl)carbamate NC1=NC=C(C(=N1)N)CN1CCC2=CC(=CC=C12)NC(OCC)=O